C(C)(=O)N1C[C@@H]2C3=C(C[C@H](C1)N2)N=C(S3)NC(=O)NC |o1:5,9| N-[(4R*,8R*)-6-acetyl-4,5,6,7,8,9-hexahydro-4,8-epimino[1,3]thiazolo[5,4-d]azocin-2-yl]-N'-methylurea